difluoro-7-(hydroxymethyl)-2H-spiro[benzofuran-3,4'-piperidine]-6-carboxylic acid FC1(OC2=C(C=CC(=C2CO)C(=O)O)C12CCNCC2)F